C(C)OC=1C2=C(N=C(N1)SC)CNC2=O 4-ethoxy-2-(methylthio)-6,7-dihydro-5H-pyrrolo[3,4-d]pyrimidin-5-one